ClC1=C(C(=CC=C1)F)[C@H](C)NC(=O)C=1N(C(=CC1)C#N)C (S)-N-(1-(2-Chloro-6-fluorophenyl)ethyl)-5-cyano-1-methyl-1H-pyrrol-2-carboxamid